P(OC1=C(C=C(C=C1C(C)(C)C)C(C)(C)C)C(C)(C)C)(OC1=C(C=C(C=C1C(C)(C)C)C(C)(C)C)C(C)(C)C)[O-] Bis(2,4,6-tri-t-butylphenyl) phosphite